1-[3-(2-hydroxyethyl)phenyl]guanidine OCCC=1C=C(C=CC1)NC(=N)N